Stearyllactat C(CCCCCCCCCCCCCCCCC)OC(C(O)C)=O